6-trimethoxysilyl-propyl-amino-1,3,5-triazine CO[Si](C1=NC(=NC(=N1)N)CCC)(OC)OC